3-(1-(7-(8-ethylnaphthalen-1-yl)-2-((tetrahydro-1H-pyrrolizin-7a(5H)-yl)methoxy)-5,6,7,8-tetrahydropyrido[3,4-d]pyrimidin-4-yl)piperidin-3-yl)-1-methyl-1H-1,2,4-triazol-5-amine C(C)C=1C=CC=C2C=CC=C(C12)N1CC=2N=C(N=C(C2CC1)N1CC(CCC1)C1=NN(C(=N1)N)C)OCC12CCCN2CCC1